3-(1-Amino-3-hydroxypropyl)-1-({3,4-difluoro-2-[(2-fluoro-4-iodophenyl)amino]phenyl}carbonyl)azetidin-3-ol trifluoroacetate salt FC(C(=O)O)(F)F.NC(CCO)C1(CN(C1)C(=O)C1=C(C(=C(C=C1)F)F)NC1=C(C=C(C=C1)I)F)O